C(C)OC(CCC(=O)N1CC2=CC(=C(C=C2C1)OCC(=C)CCl)OC)=O 4-[5-[2-(chloromethyl)allyloxy]-6-methoxy-isoindolin-2-yl]-4-oxobutanoic acid ethyl ester